OC1=CC=2CN(CCC2S1)C(C(=O)C1CC1)C1=C(C=CC=C1)F 2-[2-(hydroxy)-6,7-dihydrothieno[3,2-c]pyridine-5(4H)-yl]-1-cyclopropyl-2-(2-fluorophenyl)ethanone